C1=CC=C2C(=C1)C(=CN2)C[C@@H](C(=O)N[C@@H](CC3=CC=C(C=C3)O)C(=O)NCC(=O)N[C@@H](CC4=CC=C(C=C4)O)C(=O)N[C@@H](CC5=CN=CN5)C(=O)N[C@@H](CC6=CN=CN6)C(=O)O)N The molecule is an oligopeptide comprising L-tryptophan, L-tyrosine, glycine, L-tyrosine, and two L-histidine residues coupled in sequence by peptide linkages. It has a role as an epitope.